3-(5-bromo-3-(3-((tert-butyldimethylsilyl)oxy)-2-fluoropropoxy)-4-nitro-1H-pyrazol-1-yl)-2-methoxypyridine BrC1=C(C(=NN1C=1C(=NC=CC1)OC)OCC(CO[Si](C)(C)C(C)(C)C)F)[N+](=O)[O-]